ClC1=C(C=CC=C1N1C=NC=C1)SC=1N=CC(=NC1)N1CCC2([C@@H](C=3N(N=CC3)C2)N)CC1 (S)-1-(5-((2-chloro-3-(1H-imidazol-1-yl)phenyl)thio)pyrazin-2-yl)-4'H,6'H-spiro[piperidine-4,5'-pyrrolo[1,2-b]pyrazol]-4'-amine